OC1=CC=C(C=C1)C1(CCC(CC1)C)C1=CC=C(C=C1)O 1,1-bis-(4-hydroxyphenyl)-4-methylcyclohexane